4-phenyl-6-[9,9'-spirobi(9H-fluoren)-2-yl]-1,3,5-triazine C1(=CC=CC=C1)C1=NC=NC(=N1)C1=CC=2C3(C4=CC=CC=C4C2C=C1)C1=CC=CC=C1C=1C=CC=CC13